CN(C)C[S+](CN(C)C)CN(C)C tris(dimethylaminomethyl)sulfonium